N-((3-chloro-4-fluorophenyl)(5-methyl-4-(methylsulfonyl)-1H-imidazol-2-yl)methyl)-2-fluoro-4-methylaniline ClC=1C=C(C=CC1F)C(NC1=C(C=C(C=C1)C)F)C=1NC(=C(N1)S(=O)(=O)C)C